[N+](#[C-])C(CCCCCCCC\C=C/CCCCCCCC)S(=O)(=O)C1=CC=C(C=C1)C (Z)-1-((1-isocyanononadec-10-en-1-yl)sulfonyl)-4-methylbenzene